1-(4-(2-((4,4-difluorocyclohexyl)amino)-6-(3-hydroxy-1H-pyrazol-1-yl)pyrimidin-4-yl)piperazin-1-yl)ethan-1-one FC1(CCC(CC1)NC1=NC(=CC(=N1)N1CCN(CC1)C(C)=O)N1N=C(C=C1)O)F